BrC1=C(C=CC(=C1)C)NC(C(F)(F)F)=O N-(2-Bromo-4-methylphenyl)-2,2,2-trifluoroacetamide